N-(2-methyl-6-nitrophenyl)-acetamide CC1=C(C(=CC=C1)[N+](=O)[O-])NC(C)=O